The molecule is a hydroxy monocarboxylic acid anion that is the conjugate base of (3R,4R)-3,4-dihydroxycyclohexa-1,5-diene-1-carboxylic acid, obtained by deprotonation of the carboxy group. It is a conjugate base of a (3R,4R)-3,4-dihydroxycyclohexa-1,5-diene-1-carboxylic acid. C1=CC(=C[C@H]([C@@H]1O)O)C(=O)[O-]